D,L-2-hydroxyoctanoic acid O[C@@H](C(=O)O)CCCCCC |r|